ClC1=CN=C(S1)C1(CCN(CC1)C(=O)OC(C)(C)C)NS(=O)(=O)C1=CC=C(C=C1)OC(F)(F)F tert-butyl 4-(5-chlorothiazol-2-yl)-4-[[4-(trifluoromethoxy)phenyl]sulfonylamino]piperidine-1-carboxylate